C1C(CC12CCCC2)NC(C)=O N-{spiro[3.4]octan-2-yl}acetamide